manganese-zinc-copper [Cu].[Zn].[Mn]